5-Methyl-1-[6-[5-[(6-methylpyridazin-3-yl)amino]benzimidazol-1-yl]-3-[(1S)-1-hydroxyethyl]-2-pyridinyl]pyrazole-3-carbonitrile CC1=CC(=NN1C1=NC(=CC=C1[C@H](C)O)N1C=NC2=C1C=CC(=C2)NC=2N=NC(=CC2)C)C#N